ClC=1C2=C(N=CN1)N(C(=C2)C=2C=CC(=NC2)OCCCN2CCN(CC2)C(=O)OC(C)(C)C)COCC[Si](C)(C)C tert-Butyl 4-(3-((5-(4-chloro-7-((2-(trimethylsilyl)ethoxy)methyl)-7H-pyrrolo[2,3-d]pyrimidin-6-yl)pyridin-2-yl)oxy)propyl)piperazine-1-carboxylate